N-(4-(4-amino-7-cyano-3-(4-((5-fluoro-4-methylpyrimidin-2-yl)oxy)phenyl)-1-methyl-1H-pyrrolo[3,2-c]pyridin-2-yl)-3-fluorophenyl)acrylamide NC1=NC=C(C2=C1C(=C(N2C)C2=C(C=C(C=C2)NC(C=C)=O)F)C2=CC=C(C=C2)OC2=NC=C(C(=N2)C)F)C#N